C1(=CC=CC=2C3=CC=CC=C3NC12)CN(C1=CC=C(C=C2C(NC(NC2=O)=O)=O)C=C1)C 5-(4-(((9H-carbazol-1-yl)methyl)(methyl)amino)benzylidene)pyrimidine-2,4,6(1H,3H,5H)-trione